(hydroxyimino)bis-2-propanol ON(CC(C)O)CC(C)O